BrC=1C=CC(=NC1)NC(=O)C1(CCC1)C=1C=NC=C(C1)Br 1-(5-Bromo-pyridin-3-yl)-cyclobutanecarboxylic Acid (5-bromo-pyridin-2-yl)-amide